(1R,2R)-2-(4-chloropyridin-2-yl)-N-(4-(((6-cyclopropylimidazo[1,2-a]pyridin-2-yl)methyl)amino)pyridin-2-yl)cyclopropane-1-carboxamide ClC1=CC(=NC=C1)[C@H]1[C@@H](C1)C(=O)NC1=NC=CC(=C1)NCC=1N=C2N(C=C(C=C2)C2CC2)C1